ClC=1C=C(C(=NC1)N1C(N([C@H](C1)C#N)C1=CN=CC2=CC=CC=C12)=O)OC (R)-1-(5-chloro-3-methoxypyridin-2-yl)-3-(isoquinolin-4-yl)-2-oxoimidazolidine-4-carbonitrile